[Si](C)(C)(C(C)(C)C)OCC\N=C(\C(F)F)/N1C(C=CC=C1)CC(C(=O)N)(C)C (1Z)-1-((2-[(tert-butyldimethylsilyl)oxy]ethylimino)-2,2-difluoroethyl)pyridin-2-yl-2,2-dimethylpropanamide